6-(2-amino-4-methoxyphenyl)-5,6,7,8-tetrahydronaphthalene-2-ol NC1=C(C=CC(=C1)OC)C1CC=2C=CC(=CC2CC1)O